tert-butyl 4-(1-((5-(5-(difluoromethyl)-1,3,4-oxadiazole-2-yl)pyridine-2-yl)methyl)-6-fluoro-2-oxo-3-(pyridine-3-yl)-2,3-dihydro-1H-benzo[d]imidazole-5-yl)piperazine-1-carboxylate FC(C1=NN=C(O1)C=1C=CC(=NC1)CN1C(N(C2=C1C=C(C(=C2)N2CCN(CC2)C(=O)OC(C)(C)C)F)C=2C=NC=CC2)=O)F